C1(=CC=CC=C1)SC1SCCCC1 2-phenylthiothian